C(C)(C)(C)[Si](C1=CC=CC=C1)(C1=CC=CC=C1)OCC(C#C)C tert-butyl-(2-methylbut-3-ynoxy)-diphenyl-silane